3-[(4-Chlorophenyl)amino]-4-({2-[4-(diethylamino)phenyl]ethyl}amino)cyclobut-3-ene-1,2-dione ClC1=CC=C(C=C1)NC=1C(C(C1NCCC1=CC=C(C=C1)N(CC)CC)=O)=O